(R)-4-[3-(2-chloro-5-methoxy-phenyl)-1,4-oxazepan-4-yl]-6-methyl-pyrimidin-2-amine ClC1=C(C=C(C=C1)OC)[C@@H]1COCCCN1C1=NC(=NC(=C1)C)N